tert-butyl (5-cyano-1-(4-(trifluoromethyl)phenyl)-1,2,3,4-tetrahydroquinolin-3-yl)carbamate C(#N)C1=C2CC(CN(C2=CC=C1)C1=CC=C(C=C1)C(F)(F)F)NC(OC(C)(C)C)=O